O1C(=CC2=C1C=CC=C2)C=2OC(=NN2)C(Cl)(Cl)Cl 2-(2-benzofuranyl)-5-trichloromethyl-1,3,4-oxadiazole